[N+](=O)([O-])C1=C(C#N)C=CC=C1NC1=CC=C(C=C1)C 2-Nitro-3-(toluidino)benzonitrile